NC=1N=C(SC1C(C1=CC=C(C=C1)OC(F)F)=O)N(C1=C(C=C(C=C1)Cl)F)C(C(=O)N)C 2-(N-[4-amino-5-[4-(difluoromethoxy)benzoyl]thiazol-2-yl]-4-chloro-2-fluoro-anilino)propanamide